C(C1=CC=CC=C1)N1CCC2(CCN(CC2)C(=O)N2CC(C3=NC(=CC=C32)C)(C)C)CC1 (9-benzyl-3,9-diazaspiro[5.5]undecan-3-yl)(3,3,5-trimethyl-2,3-dihydro-1H-pyrrolo[3,2-b]pyridin-1-yl)methanone